COC([C@@H](NC(C(C)OCC1=CC=CC=C1)=O)[C@@H](O)C)=O (2-(benzyloxy)propionyl)-L-allothreonine methyl ester